oxa-bicyclo[3.3.1]nonane C12OCCC(CCC1)C2